2-((N-benzyloxycarbonylpiperidin-4-yl)amino)-benzoic acid ethyl ester C(C)OC(C1=C(C=CC=C1)NC1CCN(CC1)C(=O)OCC1=CC=CC=C1)=O